2-(((R)-1-(2-cyano-3-((S)-4,4-difluoro-2-methylpyrrolidin-1-yl)-7-methylquinoxalin-5-yl)ethyl)amino)benzoic acid C(#N)C1=NC2=CC(=CC(=C2N=C1N1[C@H](CC(C1)(F)F)C)[C@@H](C)NC1=C(C(=O)O)C=CC=C1)C